ClC1=C(C=CC=C1)N1N=C(C=C1C1=CC(=CC=C1)OCC(C)(C)C)COC(C(=O)O)(C)C 2-([1-(2-chlorophenyl)-5-[3-(2,2-dimethylpropoxy)phenyl]-1H-pyrazol-3-yl]methoxy)-2-methylpropanoic acid